[Si](C)(C)(C(C)(C)C)OCC(COC1CN(C1)C(=O)OC(C)(C)C)NC(COC1=CC(=CC=C1)OC1=NC=C(C=C1)C(N[C@@H](CCC(C)(C)C)C(=O)OC)=O)=O tert-butyl 3-[3-[tert-butyl(dimethyl)silyl]oxy-2-[[2-[3-[[5-[[(1S)-1-methoxycarbonyl-4,4-dimethyl-pentyl]carbamoyl]-2-pyridyl]oxy]phenoxy]acetyl]amino]propoxy]azetidine-1-carboxylate